NC1=NC=C(C2=C1C=NN2COCC[Si](C)(C)C)NC(C(=O)N(CC(CC)C)CC2=C(C=CC=C2)C)=O N1-(4-amino-1-((2-(trimethylsilyl)ethoxy)methyl)-1H-pyrazolo[4,3-c]pyridin-7-yl)-N2-(2-methylbenzyl)-N2-(2-methylbutyl)oxalamide